Ethyl (S)-2-((4-(6-(4-chloro-2-fluorobenzyloxy) pyridin-2-yl) piperazin-1-yl) methyl)-1-(oxetan-2-ylmethyl)-1H-thieno[2,3-d]imidazole-5-carboxylate ClC1=CC(=C(COC2=CC=CC(=N2)N2CCN(CC2)CC=2N(C3=C(N2)SC(=C3)C(=O)OCC)C[C@H]3OCC3)C=C1)F